3-(5-(5-((2H-tetrazol-5-yl)methyl)-2-methoxybenzyl)-2-amino-6-(butylamino)pyrimidin-4-yl)propanoic acid N=1NN=NC1CC=1C=CC(=C(CC=2C(=NC(=NC2NCCCC)N)CCC(=O)O)C1)OC